C(N)(O[C@H](C(=O)NCC1=CC=C(C=C1)C1=CC(=C(C=C1)Cl)Cl)CCCC)=O (S)-(1-(((3',4'-dichloro-[1,1'-biphenyl]-4-yl) methyl) amino)-1-oxohex-2-yl) carbamate